C(CCCCCCCCCCCCC)(=O)[O-].[Cs+] cesium tetradecanoate